CS(=O)(=O)C=1C=C(OC[C@H](CNC2COC3(C2)CCN(CC3)S(=O)(=O)C3=NC=CC=C3)O)C=CC1 (2S)-1-(3-(methylsulfonyl)phenoxy)-3-(8-(pyridin-2-ylsulfonyl)-1-oxa-8-azaspiro[4.5]decan-3-ylamino)propan-2-ol